CC1(N(CCC1)CCNC(=O)C=1C=C(C(=NC1)C)NC(=O)C=1C=NN2C1SC(=C2)C=2C=NC=CC2)C N-(5-((2-(2,2-dimethylpyrrolidin-1-yl)ethyl)carbamoyl)-2-methylpyridin-3-yl)-2-(pyridin-3-yl)pyrazolo[5,1-b]thiazole-7-carboxamide